NC=1C(=CC2=CC(=CC=C2C1Br)Br)C(=O)O 3-amino-4,7-dibromonaphthalene-2-carboxylic acid